ClC1=NC=C(C(=N1)NCCCOC1=C(C=CC(=N1)C(C#N)(C)C)[N+](=O)[O-])Cl 2-(6-(3-((2,5-dichloropyrimidin-4-yl)amino)propoxy)-5-nitropyridin-2-yl)-2-methylpropanenitrile